N,7-di-tert-butyl-10-chloro-2-methyl-7H-benzo[d]pyrido[1',2':1,2]imidazo[4,5-f][1,3]diazepin-6-amine C(C)(C)(C)NC=1N(C2=C(C3=C(N1)C=CC(=C3)C)N=C3N2C=C(C=C3)Cl)C(C)(C)C